N1C[C@H](CCC1)N1CC2=CC=CC=C2C1 (S)-2-(piperidin-3-yl)isoindoline